4-[5-(5-fluoro-2-methoxypyridin-4-yl)-1H-pyrazole-3-carbonyl]-4-azaspiro[2.5]octane-7-carboxamide FC=1C(=CC(=NC1)OC)C1=CC(=NN1)C(=O)N1C2(CC2)CC(CC1)C(=O)N